manganese sulfate nickel sulfate S(=O)(=O)([O-])[O-].[Ni+2].S(=O)(=O)([O-])[O-].[Mn+2]